(R)-N-(6-(6-(difluoromethyl)imidazo[1,2-a]pyrazin-3-yl)pyridin-2-yl)-5-azaspiro[2.4]heptan-7-amine FC(C=1N=CC=2N(C1)C(=CN2)C2=CC=CC(=N2)N[C@H]2CNCC21CC1)F